ethyl 1-(4-chlorophenyl)-3,3-difluorocyclobutane-1-carboxylate ClC1=CC=C(C=C1)C1(CC(C1)(F)F)C(=O)OCC